C(C)(C)(C)C1=C(C=C(C=N1)C=1N=C2SCCCN2C(C1C#N)=O)OC 8-(6-(tert-butyl)-5-methoxypyridin-3-yl)-6-oxo-3,4-dihydro-2H,6H-pyrimido[2,1-b][1,3]thiazine-7-carbonitrile